Cl.CN1CC2=CC=C(C=C2C1)N 2-methylisoindolin-5-amine hydrochloride